C(C=C)N(CCC1=CNC2=CC=C(C=C12)OC(C)=O)CC=C acetic acid 3-(2-(diallylamino) ethyl)-1H-indol-5-yl ester